OC1=CC=C(C=C1)C(C)(C)C1=CC=C(C=C1)O.[Na] sodium bisphenol A salt